1-(2,4-dihydroxy-6-methoxyphenyl)prop-2-en-1-one OC1=C(C(=CC(=C1)O)OC)C(C=C)=O